1-{4-[2-methyl-4-({(1R)-1-[3-(trifluoromethyl)phenyl]ethyl}amino)pyrido[3,4-d]pyrimidin-6-yl]piperazin-1-yl}ethan-1-one CC=1N=C(C2=C(N1)C=NC(=C2)N2CCN(CC2)C(C)=O)N[C@H](C)C2=CC(=CC=C2)C(F)(F)F